7-bromo-3-({[(2-methylpyridin-4-yl)methyl][(3S)-1-(pyridazin-4-yl)piperidin-3-yl]amino}methyl)-1-(propan-2-yl)-1,4-dihydroquinolin-4-one BrC1=CC=C2C(C(=CN(C2=C1)C(C)C)CN([C@@H]1CN(CCC1)C1=CN=NC=C1)CC1=CC(=NC=C1)C)=O